5-(N,N-bis(4-methoxybenzyl)sulfamoyl)pentanoic acid methyl ester COC(CCCCS(N(CC1=CC=C(C=C1)OC)CC1=CC=C(C=C1)OC)(=O)=O)=O